(R) and (S)-1-phenylethanol C1(=CC=CC=C1)[C@@H](C)O |r|